ClC1=C(C(=CC=C1)F)C=1C(=C(N=NC1)C(=O)N)NC1=CC=C(C=C1)S(=O)(=O)C (2-chloro-6-fluorophenyl)-4-((4-(methylsulfonyl)phenyl)amino)pyridazine-3-carboxamide